tert-butyl 2-(2-(4-fluoropiperidin-1-yl)pyrimidin-5-yl)-4-oxo-6,7-dihydrothiazolo[5,4-c]pyridine-5(4H)-carboxylate FC1CCN(CC1)C1=NC=C(C=N1)C=1SC=2C(N(CCC2N1)C(=O)OC(C)(C)C)=O